(E)-4-(4-((2-((2-(dimethylamino) ethyl) amino) ethyl) amino)-4-oxobut-2-enamido)-heptane-1,7-diyl dihexanoate C(CCCCC)(=O)OCCCC(CCCOC(CCCCC)=O)NC(\C=C\C(=O)NCCNCCN(C)C)=O